1-(4-(6-(2-(3-(dimethylamino)phenyl)acetamido)pyridazin-3-yl)butyl)-N-methyl-1H-1,2,3-triazole-4-carboxamide CN(C=1C=C(C=CC1)CC(=O)NC1=CC=C(N=N1)CCCCN1N=NC(=C1)C(=O)NC)C